ClC=1C(=CC(=C(C1)S(=O)(=O)NC=1SC=CN1)F)NCCCCNC[C@@H]1NC[C@@H](C1)C1=CC=CC=C1 5-chloro-2-fluoro-4-{[4-({[(2R,4S)-4-phenylpyrrolidin-2-yl]methyl}amino)butyl]amino}-N-1,3-thiazol-2-ylbenzenesulfonamide